C(C)C(COC=1C=C(C=C(C1)O)CCCCCCCC(=O)OCC(CCCC)CC)CCCC 2-ethylhexyl 8-(3-((2-ethylhexyl)oxy)-5-hydroxyphenyl)octanoate